r-vinyl alcohol C(=C)O